bismuth chromite [Cr](=O)([O-])[O-].[Bi+3].[Cr](=O)([O-])[O-].[Cr](=O)([O-])[O-].[Bi+3]